C1(=CC=CC=C1)[Si](Cl)(OC)OC Phenyldimethoxychlorosilane